[Na+].[K+].C(C(O)C(O)C(=O)[O-])(=O)[O-] Tartaric acid potassium salt Sodium salt